2,4-dibenzyloxy-5-bromopyrimidine C(C1=CC=CC=C1)OC1=NC=C(C(=N1)OCC1=CC=CC=C1)Br